(S)-5-bromo-4-fluoro-3'-(3-(fluoromethoxy)-5-(trifluoromethyl)pyridin-2-yl)-2,3-dihydrospiro[indene-1,4'-oxazolidin]-2'-one BrC=1C(=C2CC[C@]3(N(C(OC3)=O)C3=NC=C(C=C3OCF)C(F)(F)F)C2=CC1)F